ClC1=C(COC2=CC=C(C=C2)S(=O)(=O)N2C3(CN(CC2CC3)C(=O)OCCOC)C(NO)=O)C=CC(=C1)F 2-methoxyethyl 8-((4-((2-chloro-4-fluorobenzyl)-oxy)phenyl)-sulfonyl)-1-(hydroxy-carbamoyl)-3,8-diazabicyclo-[3.2.1]octane-3-carboxylate